[N+](=O)([O-])[O-].[NH4+].COC(CCCCCCC\C=C/CCCCCCCC)=O oleic acid methyl ester ammonium nitrate